FC1=CC=C(C=C1)C1=NN(C=C1C=1C2=C(N=CN1)OC(=C2)C2=CC(=CC=C2)CN2CCN(CC2)C)C2S(CC2)(=O)=O [3-(4-fluorophenyl)-4-(6-{3-[(4-methylpiperazin-1-yl)methyl]phenyl}furo[2,3-d]pyrimidin-4-yl)-1H-pyrazol-1-yl]-1λ6-thietane-1,1-dione